Dimethoxybutyne COC(C#C)(C)OC